P(O)(O)OP(O)O Pyrophosphorous Acid